CC([C@@H](C(N[C@H](C(NC1=CC=C(C=C1)COC(=O)OC1=C(C(=C(C(=C1F)F)F)F)F)=O)C)=O)NC(OCC1C2=CC=CC=C2C=2C=CC=CC12)=O)C (9H-fluoren-9-yl)methyl ((S)-3-methyl-1-oxo-1-(((S)-1-oxo-1-((4-((((perfluorophenoxy)carbonyl)oxy)methyl)phenyl)amino)propan-2-yl)amino)butan-2-yl)carbamate